methyl 8-((4-fluorophenyl) amino)-7-oxooctanoate FC1=CC=C(C=C1)NCC(CCCCCC(=O)OC)=O